N-(benzyloxycarbonyl)alanine C(C1=CC=CC=C1)OC(=O)N[C@@H](C)C(=O)O